1-(6-Ethanesulfonyl-5-fluoro-3,3-dimethyl-2,3-dihydro-indol-1-yl)-2-((R)-3-methyl-piperazin-1-yl)-ethanone dihydrochloride salt Cl.Cl.C(C)S(=O)(=O)C1=C(C=C2C(CN(C2=C1)C(CN1C[C@H](NCC1)C)=O)(C)C)F